FC1=CC=C(C=C1)C1=CC=2C(=NC=C(C2)C2=CC=C(C(=O)OC)C=C2)N1 methyl 4-(2-(4-fluorophenyl)-1H-pyrrolo[2,3-b]pyridin-5-yl)benzoate